N1CC(C1)C(=O)N1CC(C1)NC1=NC=C(C=N1)C=1C=CC=2N(C1)C(=C(N2)CC)N(C=2SC(=C(N2)C2=CC=C(C=C2)F)C#N)C 2-((6-(2-((1-(azetidine-3-carbonyl)azetidin-3-yl)amino)pyrimidin-5-yl)-2-ethylimidazo[1,2-a]pyridin-3-yl)(methyl)amino)-4-(4-fluorophenyl)thiazole-5-carbonitrile